CC(=CCC1=C(C(=C(C=C1OC)OC)C(=O)/C=C/C2=CC=C(C=C2)O)[O-])C The molecule is a phenolate anion that is the conjugate base of 4'-O-methylxanthohumol, obtained by deprotonation of the 1-hydroxy group. It is the major microspecies at pH 7.3 (according to Marvin v 6.2.0.). It is a conjugate base of a 4'-O-methylxanthohumol.